COC1=CC=C(C=C1)CN1N(C2=CC=CC=C2C1=O)C 2-(4-methoxyphenylmethyl)-1-methyl-1,2-dihydro-3H-indazol-3-one